C(C)(C)(C)OC(=O)N1C(CCCCC1)C=C.C(CCCCCC)OC1=CC=C(C=C1)C(CCN1CCN(CC1)C)=O 1-(4-(heptyloxy)phenyl)-3-(4-methylpiperazin-1-yl)propan-1-one tert-butyl-2-vinylazepane-1-carboxylate